m-{6-[1-({6-[(S)-1-(Methylsulfonylamino)ethyl]-2-pyridyl}methyl)-1H-1,2,3-triazol-4-yl]-2-amino-4-pyrimidinyl}benzonitrile CS(=O)(=O)N[C@@H](C)C1=CC=CC(=N1)CN1N=NC(=C1)C1=CC(=NC(=N1)N)C=1C=C(C#N)C=CC1